4-(8-Oxo-8-((trityloxy)amino)octanamido)benzoic acid O=C(CCCCCCC(=O)NC1=CC=C(C(=O)O)C=C1)NOC(C1=CC=CC=C1)(C1=CC=CC=C1)C1=CC=CC=C1